1-(4-chloro-6-methylpyrimidin-2-yl)-3-(3-phenoxyphenyl)urea ClC1=NC(=NC(=C1)C)NC(=O)NC1=CC(=CC=C1)OC1=CC=CC=C1